C(C)(=O)O[C@H]1/C=C/[C@@H]([C@H](C(C(C[C@H](CC[C@]1(C)O)O)=O)=O)/C(=C/C=C/[C@@H](COC([C@@H]([C@@H](CC)O)C)=O)C)/C)C (2r,3r)-3-hydroxy-2-methylpentanoic acid [(2s,3e,5e)-6-[(2s,3s,4e,6s,7s,10s)-6-acetoxy-7,10-dihydroxy-3,7-dimethyl-12-oxo-1-oxocyclododec-4-en-2-yl]-2-methylhept-3,5-dienyl] ester